1-(2,6-difluoro-3,5-dimethoxybenzyl)-N-(4-(4-ethylpiperazin-1-yl)-2-nitrophenyl)-1H-pyrrolo[3,2-b]Pyridine-5-amine FC1=C(CN2C=CC3=NC(=CC=C32)NC3=C(C=C(C=C3)N3CCN(CC3)CC)[N+](=O)[O-])C(=C(C=C1OC)OC)F